ClC1=C(C=CC(=C1)C)C(CNC(=O)C1=NC(=NC=C1SC1=C(C(=CC=C1)C1CC1)F)C)(F)F N-[2-(2-chloro-4-methylphenyl)-2,2-difluoroethyl]-5-[(3-cyclopropyl-2-fluorophenyl)thio]-2-methylpyrimidine-4-carboxamide